ClC1=CN=C(S1)CN1CC2(CC1=O)CCN(CC2)C(=O)OC(C)(C)C tert-butyl 2-((5-chlorothiazol-2-yl)methyl)-3-oxo-2,8-diazaspiro[4.5]decane-8-carboxylate